ClC1=CC=C(C(=C1NC=1C=C2C(N(C=NC2=CC1)C)=O)C#N)NS(N(C)CC)(=O)=O 6-[6-chloro-2-cyano-3-[[ethyl(methyl)sulfamoyl]amino]anilino]-3-methyl-4-oxo-quinazoline